C(=O)C1=CC(=C2CN(C(C2=C1)=O)C=1C=C(C=CC1)C1(CC(C1)C#N)CC1=NN=CN1C)C(F)(F)F 3-(3-(6-formyl-1-oxo-4-(trifluoromethyl)isoindolin-2-yl)phenyl)-3-((4-methyl-4H-1,2,4-triazol-3-yl)methyl)cyclobutane-1-carbonitrile